C(#N)C(C)(C)N1N=C(C(=C1)NC=1N=CC2=C(N1)N(C(=C2)C#N)[C@@H]2COC[C@@H]2OC)OC2CC2 2-((1-(2-cyanopropan-2-yl)-3-cyclopropoxy-1H-pyrazol-4-yl)amino)-7-((3R,4R)-4-methoxytetrahydrofuran-3-yl)-7H-pyrrolo[2,3-d]pyrimidine-6-carbonitrile